NC=1N=C(SC1C(C1=CC=CC=C1)=O)N(C1=CC(=C(C=C1)OC(F)F)F)C(C(=O)N)C [N-(4-amino-5-benzoyl-thiazol-2-yl)-4-(difluoromethoxy)-3-fluoro-anilino]propanamide